3-methyl-2-{[(3R,6R)-6-methyl-1-{[2-(5-methyl-2H-tetrazol-2-yl)phenyl]carbonyl}piperidin-3-yl]oxy}pyridine-4-carbonitrile CC=1C(=NC=CC1C#N)O[C@H]1CN([C@@H](CC1)C)C(=O)C1=C(C=CC=C1)N1N=C(N=N1)C